Tert-Butyl (1-(8-(2,3-dichlorophenyl)-[1,2,4]triazolo[4,3-c]pyrimidin-5-yl)-4-methylpiperidine-4-yl)carbamate ClC1=C(C=CC=C1Cl)C=1C=2N(C(=NC1)N1CCC(CC1)(C)NC(OC(C)(C)C)=O)C=NN2